C12CN(CC(CC1)N2)C2=NC(=NC1=C(C(=C(C=C21)C(F)(F)F)C2=CC=C(C=1SC(=C(C12)C#N)N)F)F)OCC1(COC1)CO 4-(4-(3,8-diazabicyclo[3.2.1]octan-3-yl)-8-fluoro-2-((3-(hydroxymethyl)oxetan-3-yl)methoxy)-6-(trifluoromethyl)quinazolin-7-yl)-2-amino-7-fluorobenzo[b]thiophene-3-carbonitrile